O=S1(NCCC1)C1=CC=C(C(=O)NC2=C(C=CC(=C2)C=2SC=CC2)NC(OC(C)(C)C)=O)C=C1 tert-butyl N-[2-[[4-(1-oxo-4,5-dihydro-3H-isothiazol-1-yl)benzoyl]amino]-4-(2-thienyl)phenyl]carbamate